9-Amino-bicyclo[3.3.1]nonan NC1C2CCCC1CCC2